(3S)-4-(7-(6-(bis(4-methoxybenzyl)amino)-4-methyl-3-(trifluoromethyl)pyridin-2-yl)-2,6,8-trifluoroquinazolin-4-yl)-3-methylpiperazine-1-carboxylic acid tert-butyl ester C(C)(C)(C)OC(=O)N1C[C@@H](N(CC1)C1=NC(=NC2=C(C(=C(C=C12)F)C1=NC(=CC(=C1C(F)(F)F)C)N(CC1=CC=C(C=C1)OC)CC1=CC=C(C=C1)OC)F)F)C